N1=CN=C(C2=C1NC=C2)C=2C=CC(=NC2)N2CC1N(C(C2)C1)CC=1C=CC(=C(C1)O)OC 5-((3-(5-(7H-pyrrolo[2,3-d]pyrimidin-4-yl)pyridin-2-yl)-3,6-diazabicyclo[3.1.1]heptan-6-yl)methyl)-2-methoxyphenol